(E)-6-chloro-4-methyl-3-(3-(p-tolyl)acryloyl)-1,8-naphthyridin-2(1H)-one ClC=1C=C2C(=C(C(NC2=NC1)=O)C(\C=C\C1=CC=C(C=C1)C)=O)C